ClC1=C(C(=CC=C1)Cl)N1N=C(C(=C1)NC1=NC=C(C=C1)C1=NN=C2N1C(=CC=C2)C)C(=O)N 1-(2,6-dichlorophenyl)-4-((5-(5-methyl-[1,2,4]triazolo[4,3-a]pyridin-3-yl)pyridin-2-yl)amino)-1H-pyrazole-3-carboxamide